P(=O)(OCCNC(C=C)=O)(OCC[N+](C)(C)C)[O-] acrylamidoethyl (2-(trimethylammonio) ethyl) phosphate